3,3-dimethyl-N-[(3R)-3-methyl-1,1-dioxo-thiolan-3-yl]-2-oxo-1-[3-(trifluoromethoxy)phenyl]indoline-5-carboxamide CC1(C(N(C2=CC=C(C=C12)C(=O)N[C@]1(CS(CC1)(=O)=O)C)C1=CC(=CC=C1)OC(F)(F)F)=O)C